3-iodo-2-(trifluoromethyl)-4H-pyrido[1,2-a]pyrimidin-4-one IC1=C(N=C2N(C1=O)C=CC=C2)C(F)(F)F